CC(C)(CCCCCC)C1=NOC(=N1)CC(C(=O)O)=C 2-((3-(2-methyloctan-2-yl)-1,2,4-oxadiazol-5-yl)methyl)acrylic acid